C1(CC1)N(C(OC(C)(C)C)=O)CC1CN(C1)C1=NC=C(N=C1)C(NC1=CC2=CN(N=C2C=C1OC)C)=O tert-butyl N-cyclopropyl-N-[[1-[5-[(6-methoxy-2-methyl-indazol-5-yl)carbamoyl]pyrazin-2-yl]azetidin-3-yl]methyl]carbamate